C1(CC1)CN(C1=C(C=C(C=C1)N)F)CC1=CC(=CC=C1)F N1-(cyclopropylmethyl)-2-fluoro-N1-(3-fluorobenzyl)benzene-1,4-diamine